(1S,2S)-N-(6-((4S)-2-(6-(3-azabicyclo[3.1.0]hexan-3-yl)pyridin-3-yl)-4-hydroxypyrrolidin-1-yl)pyrimidin-4-yl)-2-(3-chlorophenyl)cyclopropane-1-carboxamide C12CN(CC2C1)C1=CC=C(C=N1)C1N(C[C@H](C1)O)C1=CC(=NC=N1)NC(=O)[C@@H]1[C@H](C1)C1=CC(=CC=C1)Cl